1-[[(benzyloxy)carbonyl]amino]cyclopropane-1-carboximidate C(C1=CC=CC=C1)OC(=O)NC1(CC1)C([O-])=N